C(C)(=O)OC1=CC2=CC3=CC4=CC=CC=C4C=C3C=C2C=C1 2-tetracen-yl acetate